N-(2-(1-((6-(2,4-dioxotetrahydropyrimidin-1(2H)-yl)pyridin-3-yl)methyl)piperidin-4-yl)-5-(2-hydroxypropane-2-yl)benzo[d]oxazol-6-yl)-6-(trifluoromethyl)nicotinamide O=C1N(CCC(N1)=O)C1=CC=C(C=N1)CN1CCC(CC1)C=1OC2=C(N1)C=C(C(=C2)NC(C2=CN=C(C=C2)C(F)(F)F)=O)C(C)(C)O